C(#N)C=1C=NN2C1C(=CC(=C2)C=2C=NN(C2C)[C@@H]2CN(CC2)C(=O)OC(C)(C)C)N[C@H](C)C2=NC=CC=C2 tert-Butyl (3S)-3-[4-(3-cyano-4-[[(1R)-1-(pyridin-2-yl)ethyl]amino]pyrazolo[1,5-a]pyridin-6-yl)-5-methylpyrazol-1-yl]pyrrolidine-1-carboxylate